C1(=CC=CC=C1)CCCCCCCC(=O)[NH-] N-phenyloctanoyl-amide